1-(10-(4-(pyridin-2-ylmethoxy)phenoxy)-2,3-dihydro-4H-[1,4]oxazino[2,3-f]quinazolin-4-yl)prop-2-en-1-one N1=C(C=CC=C1)COC1=CC=C(OC2=NC=NC3=CC=C4C(=C23)OCCN4C(C=C)=O)C=C1